[Si](C)(C)(C(C)(C)C)OCCCOC1=NN(C(=C1[N+](=O)[O-])C1CC1)C1=C(N=C(O1)C)C 5-(3-(3-((tert-butyldimethylsilyl)oxy)propoxy)-5-cyclopropyl-4-nitro-1H-pyrazol-1-yl)-2,4-dimethyloxazole